N-(3-(N-(tert-butyl)sulfamoyl)phenyl)-4-(N-cyclopropylsulfamoyl)-2-(6-azaspiro[2.5]octan-6-yl)benzamide C(C)(C)(C)NS(=O)(=O)C=1C=C(C=CC1)NC(C1=C(C=C(C=C1)S(NC1CC1)(=O)=O)N1CCC2(CC2)CC1)=O